C(C)(=O)O.FC1=C(C=CC=C1)NC1=CC=C2C(=N1)NN=C2NC(C2=CC=C(C=C2)OC2CCN(CC2)C)=O N-(6-((2-fluorophenyl)amino)-1H-pyrazolo[3,4-b]pyridin-3-yl)-4-((1-methylpiperidin-4-yl)oxy)benzamide, Acetic acid salt